2-amino-4-(butylamino)-6-((2-isopropyl-1,2,3,4-tetrahydroisoquinolin-6-yl)methyl)pyrimidine NC1=NC(=CC(=N1)NCCCC)CC=1C=C2CCN(CC2=CC1)C(C)C